ClC=1C=C(C=CC1)N(S(=O)(=O)C1CCN(CC1)C1CN(C1)C)CC1=CC=C(C=C1)C=1OC(=NN1)C(F)F N-(3-chlorophenyl)-N-(4-(5-(difluoromethyl)-1,3,4-oxadiazol-2-yl)benzyl)-1-(1-methylazetidin-3-yl)piperidine-4-sulfonamide